(1R,3S)-3-(3-{[(2-methyl-1,3-thiazol-5-yl)acetyl]-amino}-1H-pyrazol-5-yl)cyclopentyl ethyl(meth-yl)carbamate C(C)N(C(O[C@H]1C[C@H](CC1)C1=CC(=NN1)NC(CC1=CN=C(S1)C)=O)=O)C